6-chloro-1-(3-hydroxypropyl)quinoxaline-2,3(1h,4h)-dione ClC=1C=C2NC(C(N(C2=CC1)CCCO)=O)=O